NC=1C2=C(N=C(N1)Cl)N(C=C2C=2SC=C(N2)CC2=CC=CC=C2)[C@H]2[C@@H]([C@@H]([C@H](C2)[C@@H]2CN(CCC2)C)O)O (1R,2S,3R,5R)-3-[4-Amino-5-(4-benzyl-1,3-thiazol-2-yl)-2-chloropyrrolo[2,3-d]pyrimidin-7-yl]-5-[(3R)-1-methylpiperidin-3-yl]cyclopentane-1,2-diol